ClC=1C=C(C=CC1OCC(F)F)NC=1C2=C(N=CN1)C=CC(=N2)N2[C@@H]1CN([C@H](C2)C1)C(C=C)=O 1-((1S,4S)-5-(4-((3-chloro-4-(2,2-difluoroethoxy)phenyl)amino)pyrido[3,2-d]pyrimidin-6-yl)-2,5-diazabicyclo[2.2.1]heptan-2-yl)prop-2-en-1-one